FC1=C(C=CC=C1)C=1C=C2CCC(C(C2=CC1)NC(O[C@@H]1CN2CCC1CC2)=O)(C)C (S)-quinuclidin-3-yl (6-(2-fluorophenyl)-2,2-dimethyl-1,2,3,4-tetrahydronaphthalen-1-yl)carbamate